(1R*,2R*)-2-((S)-7-chloro-8-methoxy-2-(2-methoxyacetyl)-1-methyl-2,3-dihydro-1H-pyrrolo[3,4-c]quinoline-6-yl)cyclopropane-1-carboxylic acid ClC=1C(=CC=2C3=C(C=NC2C1[C@H]1[C@@H](C1)C(=O)O)CN([C@H]3C)C(COC)=O)OC |o1:11,12|